3-chlorobenzene sulfide ClC=1C2C(C=CC1)S2